C(C)OC(=O)C1=CNC2=CC=C(C=C2C1=O)N C6-amino-4-oxo-1,4-dihydroquinoline-3-carboxylic acid ethyl ester